4-(1-Methyl-1H-pyrazole-4-sulfonyl-phenyl)-3-(1H-pyrazol-4-ylmethyl)-urea CN1N=CC(=C1)S(=O)(=O)C1=C(C=CC=C1)C1(C=NNC1)CNC(N)=O